5-(3-methoxyphenyl)-2-mercapto-1,3,4-oxadiazole COC=1C=C(C=CC1)C1=NN=C(O1)S